1,2-dibromo-decane BrCC(CCCCCCCC)Br